NC1=C(C=C(C(=O)OC)C=C1)B1OC(C(O1)(C)C)(C)C methyl 4-amino-3-(tetramethyl-1,3,2-dioxaborolan-2-yl)benzoate